O\N=C(/N)\C1=CN=C(S1)N1C[C@@H]2N([C@H](C1)C2)C(=O)OC(C)(C)C tert-butyl (1R,5S)-3-(5-((Z)-N'-hydroxycarbamimidoyl)thiazol-2-yl)-3,6-diazabicyclo[3.1.1]heptane-6-carboxylate